N-(4-fluoro-2-methyl-2H-indazol-5-yl)-4-(4,7-diazaspiro[2.5]octan-7-yl)-2,3-dihydro-1H-pyrrolo[2,3-b]pyridine-1-carboxamide 2,2,2-trifluoroacetate FC(C(=O)O)(F)F.FC=1C2=CN(N=C2C=CC1NC(=O)N1CCC=2C1=NC=CC2N2CCNC1(CC1)C2)C